2-oxo-2,3-dihydro-1H-pyrrolo[3,2-c]pyridine O=C1CC=2C=NC=CC2N1